(Z)-2-(3-(cyclopentyloxy)-6-(2-fluoro-2-(4-(pyridazin-4-yl)pyrimidin-2-yl)vinyl)-2-(trifluoromethyl)phenyl)-9-ethyl-2,9-diazaspiro[5.5]undecane C1(CCCC1)OC=1C(=C(C(=CC1)\C=C(\C1=NC=CC(=N1)C1=CN=NC=C1)/F)N1CC2(CCC1)CCN(CC2)CC)C(F)(F)F